CN(CCN(C1=CC(=C(C=C1[N+](=O)[O-])NC1=NC=C(C(=N1)N1CC2(C3=NC=CC=C31)CCC2)C(=O)OC(C)C)OC)C)C isopropyl 2-((4-((2-(dimethylamino)ethyl)(methyl)amino)-2-methoxy-5-nitrophenyl)amino)-4-(spiro(cyclobutane-1,3'-pyrrolo[3,2-b]pyridin)-1'(2'H)-yl)pyrimidine-5-carboxylate